ClC1=C2C(=CC=NC2=C(C(=C1)[N+](=O)[O-])O)N1CCN(CC1)C(C(C)(C)C)=O 4-(5-chloro-8-hydroxyl-7-nitroquinolin-4-yl)-1-(2,2,2-Trimethylacetyl)piperazine